6-bromo-2-[(2R)-3-(3,4-dihydro-1H-isoquinolin-2-yl)-2-hydroxy-propyl]spiro[3H-isoquinoline-4,1'-cyclopropane]-1-one BrC=1C=C2C(=CC1)C(N(CC21CC1)C[C@@H](CN1CC2=CC=CC=C2CC1)O)=O